5-(tert-butoxy)-2-fluoroaniline C(C)(C)(C)OC=1C=CC(=C(N)C1)F